COC(=O)[C@H]1CN([C@H](CC1)C)C(CC1=C(C=C(C=C1)F)Cl)=O (3R,6S)-1-(2-(2-chloro-4-fluorophenyl)acetyl)-6-methylpiperidine-3-carboxylic acid methyl ester